ClC=1C=C2CCN([C@@H](C2=C(C1)Cl)C)C(=O)[C@@H]1CN(CCS1)C=1C=NC=CC1 |r| rac-((R)-6,8-dichloro-1-methyl-3,4-dihydroisoquinolin-2(1H)-yl)((S)-4-(pyridin-3-yl)thiomorpholin-2-yl)methanone